CC1=NC(=CC=C1S(=O)(=O)N1CC2(C1)CN(C2)[C@@H](C)C2CCOCC2)C(F)(F)F (S)-2-((2-methyl-6-(trifluoromethyl)pyridin-3-yl)sulfonyl)-6-(1-(tetrahydro-2H-pyran-4-yl)ethyl)-2,6-diazaspiro[3.3]heptane